(5-chloropent-1-ynyl)pyrimidin-4-amine ClCCCC#CC1=NC=CC(=N1)N